ETHYLMETHYL CARBONATE C(OCCC)([O-])=O